Di-hydropyridine N1CC=CC=C1